C1(CC1)CC=1C2=C(S(C1)(=O)=O)C(=CC=C2)N[C@H]2[C@H](CN(CC2)C)F 3-(cyclopropylmethyl)-7-(((3S,4R)-3-fluoro-1-methylpiperidin-4-yl)amino)-1,1-dioxidobenzo[b]thiophen